2-(((TERT-BUTYLDIMETHYLSILYL)OXY)ETHYL)HEX-5-EN-2-YL METHANESULFONATE CS(=O)(=O)OC(C)(CCC=C)CCO[Si](C)(C)C(C)(C)C